BrC=1C=CC=C2C(C=C(OC12)C1=CC=NC=C1)=O 8-bromo-2-(pyridin-4-yl)-4H-chromen-4-one